N-(4-{5-[5-fluoro-6-(2-methoxyethoxy)-1H-indazol-3-yl]-1,2-oxazol-3-yl}phenyl)acetamide ethyl-1-(6-chloro-5-fluoro-3-methylpyridin-2-yl)-5-(trifluoromethyl)-1H-pyrazole-4-carboxylate C(C)OC(=O)C=1C=NN(C1C(F)(F)F)C1=NC(=C(C=C1C)F)Cl.FC=1C=C2C(=NNC2=CC1OCCOC)C1=CC(=NO1)C1=CC=C(C=C1)NC(C)=O